3-[1-(3,6-Dimethyl-4-oxo-2-phenyl-chromen-8-yl)ethylamino]-6-methoxy-pyridine-2-carboxylic acid CC1=C(OC2=C(C=C(C=C2C1=O)C)C(C)NC=1C(=NC(=CC1)OC)C(=O)O)C1=CC=CC=C1